N-(3-(2-((3-(4-methylpiperazin-1-yl)isoxazol-5-yl)amino)quinazolin-8-yl)phenyl)acrylamide CN1CCN(CC1)C1=NOC(=C1)NC1=NC2=C(C=CC=C2C=N1)C=1C=C(C=CC1)NC(C=C)=O